tert-Butylperoxybenzoat C(C)(C)(C)OOC(C1=CC=CC=C1)=O